ClC=1N=CNC1Cl 4,5-bischloroimidazole